C1(CCC(O1)([2H])[2H])=O gamma-butyrolactone-4,4-d2